BrC1=C(C=C(C=C1)Br)C(C)C 2,5-dibromoisopropylbenzene